N2-isopropyl-N4-methyl-N4-((2-(trifluoromethyl)pyridin-3-yl)methyl)pyrido[2,3-d]pyrimidine-2,4-diamine C(C)(C)NC=1N=C(C2=C(N1)N=CC=C2)N(CC=2C(=NC=CC2)C(F)(F)F)C